5-methyl-N-(2-methyl-4-nitrophenyl)pyrazine-2-carboxamide CC=1N=CC(=NC1)C(=O)NC1=C(C=C(C=C1)[N+](=O)[O-])C